tert-butyl 6-((2-methoxy-[1,1'-biphenyl]-3-yl)methyl)-7-(methylsulfonamido)-5-azaspiro[2.4]heptane-5-carboxylate COC1=C(C=CC=C1CC1N(CC2(CC2)C1NS(=O)(=O)C)C(=O)OC(C)(C)C)C1=CC=CC=C1